5-[1-(2-Fluoro-6-methyl-phenyl)-piperidin-4-yl]-7-(2-trifluoromethyl-benzyl)-2-(2-trimethylsilanyl-ethoxymethyl)-2,4,5,7-tetrahydro-pyrazolo[3,4-d]pyrimidin-6-on FC1=C(C(=CC=C1)C)N1CCC(CC1)N1C(N(C=2C(C1)=CN(N2)COCC[Si](C)(C)C)CC2=C(C=CC=C2)C(F)(F)F)=O